ClCC1=NN=NN1C(C)C 5-(chloromethyl)-1-isopropyl-tetrazole